ClC1=NC2=C(C=CC=C2C(=N1)N[C@@H](C[C@@H]1CC[C@@H](CC1)C1=CC=NC2=CC=C(C=C12)F)C)F 2-chloro-8-fluoro-N-((R)-1-((cis)-4-(6-fluoroquinolin-4-yl)cyclohexyl)propan-2-yl)quinazolin-4-amine